BrC1=C(C=C2C(=NC(=NC2=C1F)Cl)O[C@H]1[C@H](N(CC1)C(=O)OC(C)(C)C)C)C(F)(F)F tert-butyl (2R,3R)-3-((7-bromo-2-chloro-8-fluoro-6-(trifluoromethyl) quinazolin-4-yl)oxy)-2-methylpyrrolidine-1-carboxylate